[C@H](C)(CC)OC1=NC=2N(C=C1C(=O)NC=1C(N(C=CC1)C1CC1)=O)C=C(N2)[C@@]21CO[C@@](CC2)(C1)C 7-((S)-sec-butoxy)-N-(1-cyclopropyl-2-oxo-1,2-dihydropyridin-3-yl)-2-((1S,4R)-1-methyl-2-oxabicyclo[2.2.1]hept-4-yl)imidazo[1,2-a]pyrimidine-6-carboxamide